(R)-6-(4-(5-fluoro-2-(tetrahydro-2H-pyran-4-yl)phenyl)piperidin-1-yl)-2-(pyrimidin-5-yl)-2-azaspiro[3.4]octane FC=1C=CC(=C(C1)C1CCN(CC1)[C@H]1CC2(CN(C2)C=2C=NC=NC2)CC1)C1CCOCC1